(S)-N-((S)-1-(3-(difluoromethoxy)phenyl)but-3-en-1-yl)-2-methylpropan-2-sulfinamide FC(OC=1C=C(C=CC1)[C@H](CC=C)N[S@@](=O)C(C)(C)C)F